FC1=C(C(=CC=C1)C)C=1C=C(C=2C=C(N=CC2C1)N)NC[C@H]1NCCC1 7-(2-fluoro-6-methyl-phenyl)-N5-[[(2S)-pyrrolidin-2-yl]methyl]isoquinoline-3,5-diamine